({{2-fluoro-4-methoxy-5-[(1-methoxyisoquinolin-8-yl) methoxy] phenyl} carbamoyl} amino) thiophene-2,3-dicarboxylate S1C(=C(C=C1)C(=O)[O-])C(=O)ONC(NC1=C(C=C(C(=C1)OCC=1C=CC=C2C=CN=C(C12)OC)OC)F)=O